D-Thyroxin N[C@H](CC1=CC(I)=C(C(I)=C1)OC1=CC(I)=C(C(I)=C1)O)C(=O)O